2-(2-(3-Aminooxabutan-3-yl)-6-chlorophenyl)acetic acid NC(CO)(C)C1=C(C(=CC=C1)Cl)CC(=O)O